FC1=CC=C(C(=N1)C)[C@H](N[S@@](=O)C(C)(C)C)C=1N=NN(C1)C1(CC1)C(F)(F)F (S)-N-((S)-(6-fluoro-2-methylpyridin-3-yl)(1-(1-(trifluoromethyl)cyclopropyl)-1H-1,2,3-triazol-4-yl)methyl)-2-methylpropane-2-sulfinamide